O=C1NC(CCC1C1(C(C=CC=C1)N1CCC(CC1)CCC1NCCC(C1)NC(=O)C1=NC(=CC=C1C=1C=C2C=NNC2=CC1OC)C(F)(F)F)F)=O N-(2-[1-(2-(2,6-dioxopiperidin-3-yl)-2-fluorophenyl)piperidin-4-ylethyl]piperidin-4-yl)-6-methoxyindazol-5-yl-6-trifluoromethylpyridine-2-carboxamide